(+)-cis-7,8-epoxy-2-methyl-octadecane CC(C)CCCCC1C(CCCCCCCCCC)O1